1-(4-bromo-2-methyl-phenyl)-N-methyl-methanamine BrC1=CC(=C(C=C1)CNC)C